bromo(thiazol-2-yl)zinc methyl-(1S,3S)-3-(6-((6-methoxy-2-methyl-1,2,3,4-tetrahydroisoquinolin-7-yl)amino)-1H-pyrazolo[3,4-d]pyrimidin-1-yl)cyclohexane-1-carboxylate COC(=O)[C@@H]1C[C@H](CCC1)N1N=CC=2C1=NC(=NC2)NC2=C(C=C1CCN(CC1=C2)C)OC.Br[Zn]C=2SC=CN2